FC(C(=O)O)(F)F.N1(CCNCC1)C(C=C)=O 1-(piperazin-1-yl)prop-2-en-1-one trifluoroacetate